benzalindene C(C1=CC=CC=C1)=C1C=CC2=CC=CC=C12